(2S,4R)-4-hydroxy-1-((R)-3-methyl-2-(3-(methyl(2-oxoethyl)amino)isoxazol-5-yl)butanoyl)-N-((S)-1-(4-(4-methylthiazol-5-yl)phenyl)ethyl)pyrrolidine-2-carboxamide O[C@@H]1C[C@H](N(C1)C([C@H](C(C)C)C1=CC(=NO1)N(CC=O)C)=O)C(=O)N[C@@H](C)C1=CC=C(C=C1)C1=C(N=CS1)C